C(C)(C)C1=C(NC2=CC=C(C=C12)C(C(=O)N1CCC2(CCNC2)CC1)(C)C)C1=CC(=NC=C1)C 2-(3-isopropyl-2-(2-methylpyridin-4-yl)-1H-indol-5-yl)-2-methyl-1-(2,8-diazaspiro[4.5]decan-8-yl)propan-1-one